C(CCC)C(CO)C(C)O 2-butyl-1,3-butanediol